2-N-(3-chloro-5-methanesulfonamidophenyl)-5-methyl-4-{5-[(1-methylazetidin-3-yl)oxy]pyrimidin-2-yl}thiophene-2-carboxamide ClC=1C=C(C=C(C1)NS(=O)(=O)C)NC(=O)C=1SC(=C(C1)C1=NC=C(C=N1)OC1CN(C1)C)C